NS(=O)(=O)C=1C=C(C(=S)SCOC(=O)CC)C=C(C1OC1=CC=CC=C1)NCCCC Ethylcarbonyloxymethyl 3-Aminosulfonyl-5-butylamino-4-phenoxydithiobenzoate